2-isocyanatoethyl methacrylate (2-Isocyanatoethyl methacrylate) N(=C=O)CCC=C(C(=O)O)C.C(C(=C)C)(=O)OCCN=C=O